2-oxo-3,6-diazabicyclo[3.1.1]heptane-6-carboxylic acid tert-butyl ester C(C)(C)(C)OC(=O)N1C2CNC(C1C2)=O